3-bromo-7-(difluoromethoxy)imidazo[1,2-a]pyridine-8-carbonitrile BrC1=CN=C2N1C=CC(=C2C#N)OC(F)F